N1C=CC=2C1=NC=C(C2)C=2C=C(CCNC(=O)NC1=CC(=C(C=C1)OC)C(F)(F)F)C=CC2 1-(3-(1H-pyrrolo[2,3-b]pyridin-5-yl)phenethyl)-3-(4-methoxy-3-(trifluoromethyl)phenyl)urea